CCC(C1=CC[C@H]2[C@@H]3CCC4=CC(CC[C@]4(C)[C@H]3[C@@H](C[C@]12C)O)=O)=O methyl-11α-hydroxy-pregn-4,16-diene-3,20-dione